CC1(OC2=CC=C(C=C2C=C1)C#N)C 2,2-dimethyl-2H-chromene-6-carbonitrile